C(C)(C)(C)OC(=O)N1CCC2(C(N(C(N2CC)=O)C2=CC=C(C=C2)C(F)(F)F)=O)CCC1 1-Ethyl-2,4-dioxo-3-(4-(trifluoromethyl)phenyl)-1,3,8-triazaspiro[4.6]undecane-8-carboxylic acid (S)-tert-butyl ester